N-(2-ethylphenyl)-N'-(2-ethoxy-phenyl) oxalyldiamine tert-Butyl (3-aminopropyl)(phenethyl)carbamate NCCCN(C(OC(C)(C)C)=O)CCC1=CC=CC=C1.C(C)C1=C(C=CC=C1)NC(C(=O)NC1=C(C=CC=C1)OCC)=O